bis(2-pentylheptyl) 11-(2-(diethylamino)ethyl)-5,17-diheptyl-7,15-dioxo-6,8,14,16-tetraoxa-11-azahenicosandioate C(C)N(CCN(CCOC(OC(CCCC(=O)OCC(CCCCC)CCCCC)CCCCCCC)=O)CCOC(OC(CCCC(=O)OCC(CCCCC)CCCCC)CCCCCCC)=O)CC